O=C1NCC2=C(C=CC=C12)OC1CCNCC1 1-oxo-4-(piperidin-4-oxy)isoindoline